MANGANESE HYDROXYMETHIONINE ON[C@@H](CCSC)C(=O)O.[Mn]